C(\C=C/C(=O)[O-])(=O)OCCCCCCCCCCCCCCCCCCCCCC mono-docosyl maleate